C(=C)C1=C(C=C(C=C1)C=C)[Si](OC)(OC)OC 1,4-divinyl-2-trimethoxysilylbenzene